O1C2=C(OCC1)C=C(C=C2)[C@H]2N(CCC2)CC2=CC=C(C=C2)S(=O)(=O)C (S)-2-(2,3-dihydrobenzo[b][1,4]dioxin-6-yl)-1-(4-(methylsulfonyl)benzyl)pyrrolidine